ClC=1C=C2C(=NC(=NC2=C(C1C1=CC(=CC2=CC=CC=C12)O)F)N1CC(C1)N(C)C)[P@@]1(CC=NC=C1)=O |o1:30| (S or R)-4-(6-chloro-2-(3-(dimethylamino)azetidin-1-yl)-8-fluoro-7-(3-hydroxynaphthalen-1-yl)quinazolin-4-yl)-1,4-azaphosphine-4-oxide